FCCCI 1-fluoro-3-iodo-propane